ClC1=CC=C(C=C1)B1OC(C(O1)(C)C)(C)C 2-(4-chlorophenyl)-4,4,5,5-tetramethyl-1,3,2-dioxaborolane